1-(3-fluoropyridin-2-yl)ethanamine dihydrochloride Cl.Cl.FC=1C(=NC=CC1)C(C)N